[Si](C)(C)(C(C)(C)C)OCCCN1CN=C2C(=C1OC1=C(C=C(C=C1)[N+](=O)[O-])F)NC=C2 3-((tert-butyldimethylsilyloxy)propyl)-4-(2-fluoro-4-nitrophenoxy)-5H-pyrrolo[3,2-d]pyrimidine